C[SiH](N[SiH3])CCC(F)(F)F methyltrifluoropropyl-disilazane